[Ni+2].[Si]([O-])([O-])([O-])[O-].[Mg+2] Magnesium silicate nickel